3-(4'-chlorobiphenyl-3-yl)-3-(3-(4-hydroxy-1,5-dimethyl-2-oxo-1,2-dihydropyridin-3-yl)ureido)propanoic acid ClC1=CC=C(C=C1)C1=CC(=CC=C1)C(CC(=O)O)NC(=O)NC=1C(N(C=C(C1O)C)C)=O